C(C)(C)(C)C=1C=C(CBr)C=C(C1)C(C)(C)C 3,5-Di-tert-butylbenzyl bromide